ClC1=CC=C(C(=N1)C(=O)O)N[C@H](C)C=1C=C(C=C2C(N(C(NC12)=O)C)=O)C (R)-6-chloro-3-((1-(3,6-dimethyl-2,4-dioxo-1,2,3,4-tetrahydroquinazolin-8-yl)ethyl)amino)picolinic acid